COC=1C=C(C=CC1)C=1C(=C(N(C1)C1=C(C=CC=C1)C)C)SC 4-(3-methoxyphenyl)-2-methyl-3-(methylthio)-1-tolyl-1H-pyrrole